tert-butyl (R)-2-chloro-4-((1-(3-(difluoromethyl)-2-fluorophenyl)-ethyl)amino)-5,7-dihydro-6H-pyrrolo[3,4-d]pyrimidine-6-carboxylate ClC=1N=C(C2=C(N1)CN(C2)C(=O)OC(C)(C)C)N[C@H](C)C2=C(C(=CC=C2)C(F)F)F